CN1CC2C(C1)CN(C2)NC2=CC=CC=C2 5-methyl-hexahydropyrrolo[3,4-c]pyrrol-2-ylaniline